Mannitol hydrochloride Cl.C([C@@H](O)[C@@H](O)[C@H](O)[C@H](O)CO)O